FC=1C(=C(C2=CC=CC=C2C1)C#N)I 3-fluoro-2-iodo-1-naphthalenecarbonitrile